2-(2-(4-amino-6-(4-fluorophenyl)-9H-pyrimido[4,5-b]indol-9-yl)acetyl)-N-(6-bromopyridin-2-yl)-5-methyl-2-azabicyclo[3.1.0]hexane-3-carboxamide NC1=NC=NC=2N(C3=CC=C(C=C3C21)C2=CC=C(C=C2)F)CC(=O)N2C1CC1(CC2C(=O)NC2=NC(=CC=C2)Br)C